C(C)(C)(C)OC(=O)N1C(CCCC1)C(=O)NNC(=O)C1CC(C1)OC(F)(F)F 2-{N'-[(1s,3s)-3-(trifluoromethoxy)cyclobutanecarbonyl]Hydrazinocarbonyl}piperidine-1-carboxylic acid tert-butyl ester